FC=1C=CC(=C(C1)[C@H]1[C@@H](C1)CNC(OC(C)(C)C)=O)OC (+)-tert-butyl (((1r,2r)-2-(5-fluoro-2-methoxyphenyl) cyclopropyl) methyl)-carbamate